IC=1C=NC=CC1NC(C1=CC(=C(C=C1)C(C)C)OC)=O N-(3-iodopyridin-4-yl)-4-isopropyl-3-methoxybenzamide